N1[C@@H](CC=CC1)C=1C=NC=CC1 3-[(2S)-1,2,3,6-tetrahydropyridin-2-yl]pyridine